CC(C#CC=1C=C(C=C2C(=NNC12)N)C1=CC(=NC=C1)NC=1C(=NNC1)C)(C)C 7-(3,3-Dimethylbut-1-yn-1-yl)-5-(2-((3-methyl-1H-pyrazol-4-yl)amino)pyridin-4-yl)-1H-indazol-3-amine